P(=O)(OP(=O)(O)O)([O-])[O-] phosphono (phosphate)